(2S,4R)-N-((R)-1-(4-carbamimidoylthiophen-2-yl)ethyl)-4-(methylsulfonyl)-1-((4-phenoxybenzoyl)glycyl)pyrrolidine-2-carboxamide C(N)(=N)C=1C=C(SC1)[C@@H](C)NC(=O)[C@H]1N(C[C@@H](C1)S(=O)(=O)C)C(CNC(C1=CC=C(C=C1)OC1=CC=CC=C1)=O)=O